6-bromo-7-fluoro-2-[(2R,4R)-2-fluoro-5-hydroxy-4-[[6-oxo-5-(trifluoromethyl)-1-(2-trimethylsilylethoxymethyl)pyridazin-4-yl]amino]pentyl]isoquinolin-1-one BrC=1C=C2C=CN(C(C2=CC1F)=O)C[C@@H](C[C@H](CO)NC=1C=NN(C(C1C(F)(F)F)=O)COCC[Si](C)(C)C)F